4-Amino-1-(4-(1-hydroxyethyl)-2-methylphenyl)-2-oxo-7-(trifluoromethyl)-1,2-dihydroquinoline-3-carboxylic acid methyl ester COC(=O)C=1C(N(C2=CC(=CC=C2C1N)C(F)(F)F)C1=C(C=C(C=C1)C(C)O)C)=O